NCCS(=O)(=O)[O-].[Na+] SODIUM TAURATE